(Z) or (E)-3-methyl-5-phenylpent-2-en-1-ol CC(=CCO)CCC1=CC=CC=C1